ClC1=C(C=CC=C1)COC1=CC=2N(C=C1)N=C(C2C(=O)O)C 5-[(2-chlorophenyl)methoxy]-2-methylpyrazolo[1,5-a]pyridine-3-carboxylic acid